NC=1C(=NC(=CN1)C)C(C)=O 1-(3-amino-6-methylpyrazin-2-yl)ethanone